5-(2,3-dimethyl-3H-imidazo[4,5-b]pyridin-5-yl)-N-((1-methylcyclopropyl)methyl)pyrrolo[2,1-f][1,2,4]triazin-2-amine CC1=NC=2C(=NC(=CC2)C=2C=CN3N=C(N=CC32)NCC3(CC3)C)N1C